COCC1(CC1)N (Methoxymethyl)cyclopropanamine